isopropyl (E)-4-(4-(2-((4-((tert-butoxycarbonyl)amino)but-2-en-1-yl)amino)-5-carbamoyl-3-nitrophenoxy)but-2-yn-1-yl)piperazine-1-carboxylate C(C)(C)(C)OC(=O)NC/C=C/CNC1=C(OCC#CCN2CCN(CC2)C(=O)OC(C)C)C=C(C=C1[N+](=O)[O-])C(N)=O